7-chloro-8-fluoro-5-[[(2R,3R)-2-(hydroxymethyl)-3-piperidyl]oxy]-2-methylsulfanyl-pyrido[4,3-d]pyrimidin-4-ol ClC1=C(C=2N=C(N=C(C2C(=N1)O[C@H]1[C@H](NCCC1)CO)O)SC)F